(trans-4-((chlorocarbonyl)(5-(1-methyl-1H-pyrazol-4-yl)pyrazin-2-yl)amino)cyclohexyl)carbamic acid tert-butyl ester C(C)(C)(C)OC(N[C@@H]1CC[C@H](CC1)N(C1=NC=C(N=C1)C=1C=NN(C1)C)C(=O)Cl)=O